CN1N=C(C(=C1)C1=CN2C(S1)=C(C=N2)C(=O)NC=2C(=NC=C(C2)NC(CN2[C@H](CCC2)C)=O)C)C (S)-2-(1,3-dimethyl-1H-pyrazol-4-yl)-N-(2-methyl-5-(2-(2-methylpyrrolidin-1-yl)acetamido)pyridin-3-yl)pyrazolo[5,1-b]thiazole-7-carboxamide